(1r,4r)-4-(((5-amino-1,3,4-thiadiazol-2-yl)oxy)methyl)-1-methylcyclohexan-1-ol NC1=NN=C(S1)OCC1CCC(CC1)(O)C